5-Bromo-6-(1-(3-chloropyridin-2-yl)-3-methoxy-1H-pyrazol-5-carboxamido)-N-(1,1,1-trifluoropropan-2-yl)pyrazolo[1,5-a]Pyridin-7-carboxamid BrC1=CC=2N(C(=C1NC(=O)C1=CC(=NN1C1=NC=CC=C1Cl)OC)C(=O)NC(C(F)(F)F)C)N=CC2